4-((3-Methyl-4-phenyl-1H-pyrazol-5-yl)amino)-N-(4-(4-methylpiperazin-1-yl)phenyl)-2-oxo-1,2-dihydropyridine-3-carboxamide CC1=NNC(=C1C1=CC=CC=C1)NC1=C(C(NC=C1)=O)C(=O)NC1=CC=C(C=C1)N1CCN(CC1)C